1H-imidazole-2-carbohydrazide N1C(=NC=C1)C(=O)NN